The molecule is a member of the class of rotenones that is 13,13a-dihydro-3H-chromeno[3,4-b]pyrano[2,3-h]chromen-7(7aH)-one substituted with geminal methyl groups at position 3, hydroxy group at position 7a and methoxy groups at positions 9 and 10 (the 7aR,13aR stereoisomer). It is isolated from the leaves and twigs of Antheroporum pierrei and exhibits antineoplastic and pesticidal activities. It has a role as a pesticide, an antineoplastic agent and a metabolite. It is an organic heteropentacyclic compound, an aromatic ether, a cyclic ketone and a member of rotenones. CC1(C=CC2=C(O1)C=CC3=C2O[C@@H]4COC5=CC(=C(C=C5[C@@]4(C3=O)O)OC)OC)C